(R or S)-2-(2-fluoro-3-(trifluoromethyl)phenyl)-N-(5-fluoro-6-(4-(3-hydroxy-1,1-dioxidotetrahydrothiophen-3-yl)-1H-imidazol-1-yl)pyridin-3-yl)acetamide FC1=C(C=CC=C1C(F)(F)F)CC(=O)NC=1C=NC(=C(C1)F)N1C=NC(=C1)[C@]1(CS(CC1)(=O)=O)O |o1:27|